BrC1=NN(C(=C1)C=C(C)C)C1=CC=C(C=C1)C(F)(F)F 3-Bromo-1-(4-trifluoromethylphenyl)-5-(2-methylprop-1-en-1-yl)-1H-pyrazole